5-(3-(dimethylamino)azetidin-1-yl)-6-methoxyquinazolin-4-amine CN(C1CN(C1)C1=C2C(=NC=NC2=CC=C1OC)N)C